CC1=C(OC(C(=O)OCC)(C)C)C(=CC(=C1)CN1CCN(CC1)C1=NC=C(C=C1)S(=O)(=O)C)C Ethyl 2-(2,6-dimethyl-4-((4-(5-(methylsulfonyl) pyridin-2-yl) piperazin-1-yl) methyl) phenoxy)-2-methylpropionate